C(C)(C)(C)N(C(O)=O)CCC1=CSC=C1.ClC=1C=CC(=C(C1)NC(C)=O)N1CCOCC1 N-(5-chloro-2-morpholinophenyl)acetamide tert-butyl-(2-(thiophene-3-yl)-ethyl)carbamate